2-chloro-5-(4-(trifluoromethyl)-1H-imidazol-2-yl)pyridine ClC1=NC=C(C=C1)C=1NC=C(N1)C(F)(F)F